dihydroxy-6,6'-diphenyl-9,9'-biphenanthrene OC1=C(C=2C=C(C3=CC=C(C=C3C2C=C1)C1=CC=CC=C1)C=1C2=CC=C(C=C2C=2C=CC=CC2C1)C1=CC=CC=C1)O